[N-](S(=O)(=O)C(F)(F)F)S(=O)(=O)C(F)(F)F.NC(CC)C1=NC=CN1C=C 1-aminopropyl-3-vinylimidazole bistrifluoromethanesulfonimide salt